N1-(5-(1-(2,2-difluoroethyl)-2-methyl-1H-imidazo[4,5-b]pyridin-6-yl)pyrrolo[2,1-f][1,2,4]triazin-2-yl)-N3-methylcyclobutane-1,3-diamine FC(CN1C(=NC2=NC=C(C=C21)C=2C=CN1N=C(N=CC12)NC1CC(C1)NC)C)F